benzyl (1S,2S,3S,5S)-2-hydroxybicyclo[3.1.0]hexan-3-ylcarbamate O[C@H]1[C@H]2C[C@H]2C[C@@H]1NC(OCC1=CC=CC=C1)=O